O1[C@@H](COCC1)COC1=NC(N2C(C3=CC=C(C=C3CC2)CCCCOC)=C1)=O 2-((S)-1-[1,4]Dioxan-2-ylmethoxy)-9-(4-methoxy-butyl)-6,7-dihydro-pyrimido[6,1-a]isoquinolin-4-one